Fluoropyrimidol FC1=NC(=NC=C1)O